BrC=1C(=NC(=C(C1)C)C)OC1=C(C=C(C=C1)F)C 3-Bromo-2-(4-fluoro-2-methyl-phenoxy)-5,6-dimethyl-pyridine